4-methyl-phenyldiazonium tetrafluoroborate F[B-](F)(F)F.CC1=CC=C(C=C1)[N+]#N